4-(naphthalene-1-ylmethyl)piperazine C1(=CC=CC2=CC=CC=C12)CN1CCNCC1